3-Z-[1-(4-(N-((4-methyl-piperazin-1-yl)-methylcarbonyl)-N-methyl-amino)-anilino)-1-phenyl-methylene]-6-methoxycarbonyl-2-indolinone CN1CCN(CC1)CC(=O)N(C)C1=CC=C(N\C(\C2=CC=CC=C2)=C\2/C(NC3=CC(=CC=C23)C(=O)OC)=O)C=C1